COC(C1=C(C(=CC=C1)O[Si](C)(C)C(C)(C)C)C)=O 3-(tert-butyl-dimethyl-silanyloxy)-2-methyl-benzoic acid methyl ester